O=C1NC(CCC1N1C(C2=CC=C(C=C2C1)N1CCN(CC1)CC1CCN(CC1)C1=CC=C(OC=2C3=C(SC2C2=CC=C(C=C2)B(O)O)C=C(C=C3)O)C=C1)=O)=O (4-(3-(4-(4-((4-(2-(2,6-dioxopiperidin-3-yl)-1-oxoisoindolin-5-yl)piperazin-1-yl)methyl)piperidin-1-yl)phenoxy)-6-hydroxybenzo[b]thiophen-2-yl)phenyl)boronic acid